C1(=CC=CC=C1)C1=C(C(=NN=N1)C1=C(C=CC=C1)C1=C(C=CC=2SC3=C(C21)C=CC=C3)C3=C(C=CC=C3)C3=CC=CC=C3)C3=C(C=CC=C3)C3=CC=CC=C3 [phenyl-(biphenylyl)triazinyl][(biphenylyl)dibenzothiophenyl]benzene